C(C)(C)(C)OC(N(C)C1CCC(CC1)C=O)=O (4-Formylcyclohexyl)(methyl)carbamic acid tert-butyl ester